o-4-bromophenylethynyl-aniline BrC1=CC=C(C=C1)C#CC1=C(N)C=CC=C1